N-(3-triethoxysilylpropylpropyl)-4-hydroxybutanamide C(C)O[Si](CCCC(CC)NC(CCCO)=O)(OCC)OCC